C(C#C)C1N(C2=NC=CC=C2C=C1)C(=O)OCC1=CC=CC=C1 benzyl 2-(prop-2-yn-1-yl)-1,8-naphthyridine-1(2H)-carboxylate